1-(4-(1-(2-((1s,4s)-4-(2-chloro-5-methylphenoxy)cyclohexyl)ethyl)-1,4,5,6-tetrahydrocyclopenta[c]pyrazole-3-carbonyl)piperazin-1-yl)-2-hydroxyethan-1-one ClC1=C(OC2CCC(CC2)CCN2N=C(C3=C2CCC3)C(=O)N3CCN(CC3)C(CO)=O)C=C(C=C1)C